C1(CC1)C1=CC2=C(N=N1)N(C=C2)[C@H]2CN(CCC2)C Cyclopropyl-7-[(3R)-1-methyl-3-piperidyl]pyrrolo[2,3-c]pyridazin